BrC=1N=C(N(C1Br)C1CC1)[Si](C(C)C)(C(C)C)C(C)C 4,5-dibromo-1-cyclopropyl-2-(triisopropylsilyl)-1H-imidazole